ClC=1C=C(C=CC1)[C@H]([C@@H](CN1CCCC1)NC(CC1CC2=CC=CC=C2C1)=O)O N-((1R,2R)-1-(3-chlorophenyl)-1-hydroxy-3-(pyrrolidin-1-yl)propan-2-yl)-2-(2,3-dihydro-1H-inden-2-yl)acetamide